3-({6-chloro-4-[4-fluoro-2-(4-methyl-1,2,4-triazol-3-yl)phenyl]pyridin-2-yl}amino)propanenitrile ClC1=CC(=CC(=N1)NCCC#N)C1=C(C=C(C=C1)F)C1=NN=CN1C